FC1(C(OC(C(O1)(F)F)(C(F)(F)F)F)=O)C(F)(F)F perfluoro(3,6-dimethyl-1,4-dioxane-2-one)